CCCCNC1=C(C(=CC(=C1)C(=O)O)S(=O)(=O)N)OC2=CC=CC=C2 The molecule is a member of the class of benzoic acids that is 4-phenoxybenzoic acid in which the hydrogens ortho to the phenoxy group are substituted by butylamino and sulfamoyl groups. Bumetanide is a diuretic, and is used for treatment of oedema associated with congestive heart failure, hepatic and renal disease. It has a role as a diuretic and an EC 3.6.3.49 (channel-conductance-controlling ATPase) inhibitor. It is a sulfonamide, an amino acid and a member of benzoic acids.